(4-fluoro-2-isopropylphenyl)-4,4,5,5-tetramethyl-1,3,2-dioxaborolan FC1=CC(=C(C=C1)B1OC(C(O1)(C)C)(C)C)C(C)C